NC1=C2N=CN(C2=NC(=N1)SCC)[C@H]1[C@@H]([C@@]([C@H](O1)COC(C(=O)[O-])(C(=O)[O-])CC1=CC=CC=C1)(O)C#C)O 2-(((2R,3S,4R,5R)-5-(6-amino-2-(ethylsulfanyl)-9H-purin-9-yl)-3-ethynyl-3,4-dihydroxytetrahydrofuran-2-yl) methoxy)-2-phenylmethylmalonate